7-(pyrrolidin-3-yl)-4,6-dihydro-1,6-naphthyridine-2,5(1H,3H)-dione N1CC(CC1)C=1NC(C=2CCC(NC2C1)=O)=O